(1RS,4aSR,8RS,8aSR)-2,2,6,8-tetramethyl-1,2,3,4,4a,5,8,8a-octahydro-1-naphthalenol CC1([C@@H]([C@@H]2[C@@H](C=C(C[C@@H]2CC1)C)C)O)C |r|